3H-pyrrolo[3,2-c]pyridazin-3-one N1=NC(C=C2C1=CC=N2)=O